N-(5-(((2S,4R)-2-methyl-4-((2-methylpyrazolo[1,5-a]pyrazin-6-yl)oxy)pyrrolidin-1-yl)methyl)thiazol-2-yl)acetamide C[C@@H]1N(C[C@@H](C1)OC=1N=CC=2N(C1)N=C(C2)C)CC2=CN=C(S2)NC(C)=O